(1S,2S)-N-p-styrenesulfonyl-1,2-diphenylethylenediamine C=CC1=CC=C(C=C1)S(=O)(=O)N[C@H]([C@@H](N)C1=CC=CC=C1)C1=CC=CC=C1